tert-Butylbutan C(C)(C)(C)CCCC